ClC=1C=C2C(=NC(=NC2=C(C1C1=CC(=CC2=CC=CC=C12)O)F)OC[C@H]1N(CCC1)C)N1[C@H]2CN[C@@H](C1)C2 4-{6-chloro-4-[(1R,4R)-2,5-diazabicyclo[2.2.1]heptan-2-yl]-8-fluoro-2-{[(2S)-1-methylpyrrolidin-2-yl]methoxy}quinazolin-7-yl}naphthalen-2-ol